C(CCCCCCCCC(N)=N)(N)=N decanediimidamide